3-(4-(4-(((2-fluorophenyl)sulfonyl)methyl)-1H-imidazol-1-yl)phenyl)-5-(trifluoromethyl)-1,2,4-oxadiazole FC1=C(C=CC=C1)S(=O)(=O)CC=1N=CN(C1)C1=CC=C(C=C1)C1=NOC(=N1)C(F)(F)F